N=1ON=C2C1C=CC(=C2)C=CC2=CC=C(C(=O)NC=1C=C(N(C1)C)C(=O)NC1=CN(C(=C1)C(NCC\C(\N1CCSCC1)=N/[H])=O)C)C=C2 (E)-4-(4-(2-(benzo[c][1,2,5]oxadiazol-5-yl)vinyl)benzamido)-N-(5-((3-imino-3-thiomorpholinopropyl)carbamoyl)-1-methyl-1H-pyrrol-3-yl)-1-methyl-1H-pyrrole-2-carboxamide